2-((3-(cyclopentylmethoxy)-4-(4-methylpiperazin-1-yl)phenyl)amino)-8-methyl-5-((triisopropylsilyl)ethynyl)pyrido[2,3-d]pyrimidin-7(8H)-one C1(CCCC1)COC=1C=C(C=CC1N1CCN(CC1)C)NC=1N=CC2=C(N1)N(C(C=C2C#C[Si](C(C)C)(C(C)C)C(C)C)=O)C